1-nitroso-N-(2,2,2-trifluoroethyl)piperidine-4-formamide N(=O)N1CCC(CC1)C(=O)NCC(F)(F)F